[(2R)-1-[4-[1-(4-piperidyl)pyrazol-4-yl]-6-(trifluoromethyl)pyrimidin-2-yl]azetidin-2-yl]methanol N1CCC(CC1)N1N=CC(=C1)C1=NC(=NC(=C1)C(F)(F)F)N1[C@H](CC1)CO